N-({5-[5-(difluoromethyl)-1,3,4-oxadiazol-2-yl]-1,3-thiazol-2-yl}methyl)-N-[5-(1-fluoroethyl)pyridin-3-yl]methanesulfonamide FC(C1=NN=C(O1)C1=CN=C(S1)CN(S(=O)(=O)C)C=1C=NC=C(C1)C(C)F)F